(1R,2R)-1-acetyl-2,5-dihydroxy-2-methyl-1,2,3,4-tetrahydroanthracene-9,10-dione C(C)(=O)[C@H]1[C@](CCC=2C(C3=C(C=CC=C3C(C12)=O)O)=O)(C)O